1,6,6-trimethyl-3-(4-nitrobenzamido)-4,6-dihydropyrrolo[3,4-c]pyrazole-5(1H)-carboxylic acid tert-butyl ester C(C)(C)(C)OC(=O)N1C(C=2N(N=C(C2C1)NC(C1=CC=C(C=C1)[N+](=O)[O-])=O)C)(C)C